CN1N=CN(C1)Br 1-methyl-4-bromo-1H-1,2,4-triazole